F[C@@]1(C[C@H](N(C1)C(=O)OC(C)(C)C)C(=O)OCC1=CC=CC=C1)COC 2-benzyl 1-(tert-butyl) (2S,4R)-4-fluoro-4-(methoxymethyl)pyrrolidine-1,2-dicarboxylate